(sulfoxy)benzophenone O(S(=O)(=O)O)C1=C(C(=O)C2=CC=CC=C2)C=CC=C1